6-methoxy-7-nitro-1,2,3,4-tetrahydroisoquinoline COC=1C=C2CCNCC2=CC1[N+](=O)[O-]